NCC1=CC=C(C(=O)NC2=CC=CC(=N2)C(=O)NCCCC[C@@H](C(=O)O)NC(=O)N[C@@H](CCC(=O)O)C(=O)O)C=C1 (((S)-5-(6-(4-(aminomethyl)benzamido)pyridinamido)-1-carboxypentyl)carbamoyl)-L-glutamic acid